FC1=CC(=C(CC2=NC=CC3=CC(=CC=C23)C)C=C1)C(F)(F)F 1-(4-fluoro-2-(trifluoromethyl)benzyl)-6-methylisoquinoline